C1(CC1)CN1CC[C@]23CCN(CC[C@]2([C@H]1CC1=CC=C(C=C13)O)O)[C@@H](CO)CN1N=CC(=C1)C (5aS,6R,11bS)-14-(cyclopropylmethyl)-3-((R)-1-hydroxy-3-(4-methyl-1H-pyrazol-1-yl)propan-2-yl)-2,3,4,5,6,7-hexahydro-6,11b-(epiminoethano)naphtho[1,2-d]azepine-5a,10(1H)-diol